COCCNC(=O)C1=CC2=C(N(C(=N2)NC=2SC3=C(N2)C=CC(=C3)Cl)C)C=C1 2-(6-Chloro-benzothiazol-2-ylamino)-1-methyl-1H-benzoimidazole-5-carboxylic acid (2-methoxy-ethyl)-amide